2,6-Dimethoxy-4-(5-methyl-4-oxo-4,5-dihydrothieno[3,2-c]pyridin-7-yl)benzaldehyde COC1=C(C=O)C(=CC(=C1)C=1C2=C(C(N(C1)C)=O)C=CS2)OC